O[C@H]1[C@H](CN(CC1)C(=O)OC(C)(C)C)NC(CN1C(C2=CC=C(C=C2C(=N1)C(C)C)C(F)(F)F)=O)=O tert-butyl (3S,4R)-4-hydroxy-3-(2-(4-isopropyl-1-oxo-6-(trifluoromethyl)phthalazin-2(1H)-yl)acetamido)piperidine-1-carboxylate